rac-(1S*,2S*)-N-(6-(((6-cyclopropyl-imidazo[1,2-a]pyridin-2-yl)methyl)amino)pyrimidin-4-yl)-2-(2,5-dichlorophenyl)cyclopropane-1-carboxamide, formic acid salt C(=O)O.C1(CC1)C=1C=CC=2N(C1)C=C(N2)CNC2=CC(=NC=N2)NC(=O)[C@@H]2[C@H](C2)C2=C(C=CC(=C2)Cl)Cl |r|